ClC=1C=C2C=NC(=NC2=C(C1C1=C2C=NNC2=CC=C1C)OC1CC1)O[C@H]1CN(CC1)C 6-chloro-8-cyclopropoxy-7-((R)-5-methyl-1H-indazol-4-yl)-2-((((R)-1-methylpyrrolidin-3-yl)oxy))quinazolin